(4-amino-2-fluoro-5-nitrophenyl)-(4-methyl-2-phenylpiperazin-1-yl)methanone NC1=CC(=C(C=C1[N+](=O)[O-])C(=O)N1C(CN(CC1)C)C1=CC=CC=C1)F